N-Boc-4-((1s,3s)-3-hydroxy-1-methyl-cyclobutoxy)piperidine C(=O)(OC(C)(C)C)N1CCC(CC1)OC1(CC(C1)O)C